C(C=CCCO)O 2-penten-1,5-diol